N1(CCNCCC1)C1=CC=C(C=N1)B(O)O (6-(1,4-diazacycloheptan-1-yl)pyridin-3-yl)boronic acid